C1(CC1)N1C(=NC2=C1C=C(C(=C2)F)F)N2C=NC1=C2C=C(C=C1)C#N 1'-cyclopropyl-5',6'-difluoro-1'H-[1,2'-bibenzo[d]imidazole]-6-carbonitrile